(2-Nitrovinyl)-1H-indole-6-carbonitrile [N+](=O)([O-])C=CN1C=CC2=CC=C(C=C12)C#N